1-(2,6-dimethylphenyl)ethanol CC1=C(C(=CC=C1)C)C(C)O